CC1=CC=C(C=C1)S(=O)(=O)OCCOCCOCCOCCOCC#C 2-[2-[2-(2-prop-2-ynoxyethoxy)ethoxy]ethoxy]ethyl 4-methylbenzenesulfonate